(9-oxo-9H-fluoren-1-yl)boronic acid O=C1C2=CC=CC=C2C=2C=CC=C(C12)B(O)O